(Z)-4-(6-(2-Fluoro-2-(2-(pyridazin-4-yl)thiazol-4-yl)vinyl)-3-phenoxy-2-(trifluoromethyl)phenyl)-1-oxa-4,9-diazaspiro[5.5]undecane F\C(=C/C1=CC=C(C(=C1N1CCOC2(C1)CCNCC2)C(F)(F)F)OC2=CC=CC=C2)\C=2N=C(SC2)C2=CN=NC=C2